(2-(1H-pyrrolo[3,2-c]pyridin-2-yl)phenyl)methanol N1C(=CC=2C=NC=CC21)C2=C(C=CC=C2)CO